(1R,2R)-N-[3-(4-{[(3S,4R)-3-fluoro-1-methylpiperidin-4-yl]amino}-1-(2,2,2-trifluoroethyl)-1H-indol-2-yl)prop-2-yn-1-yl]-2-phenylcyclopropane-1-carboxamide F[C@H]1CN(CC[C@H]1NC1=C2C=C(N(C2=CC=C1)CC(F)(F)F)C#CCNC(=O)[C@H]1[C@@H](C1)C1=CC=CC=C1)C